ClC=1C=C2C(=CN=C(C2=CN1)C#CC=1C=NN(C1)C)C(C)C 6-chloro-4-isopropyl-1-((1-methyl-1H-pyrazol-4-yl)ethynyl)-2,7-naphthyridine